(3-hydroxypyrrolidin-1-yl)nicotinamide tert-butyl-N-[6-(1-ethylpyrazol-4-yl)-3-[[(1S,2S)-2-fluorocyclopropanecarbonyl]amino]cinnolin-8-yl]carbamate C(C)(C)(C)OC(NC=1C=C(C=C2C=C(N=NC12)NC(=O)[C@H]1[C@H](C1)F)C=1C=NN(C1)CC)=O.OC1CN(CC1)C1=C(C(=O)N)C=CC=N1